methoxytriazin COC1=NN=NC=C1